ClC=1C=CC(=C(C1)C1=NN(C=C1NC(=O)C=1C=NN2C1N=CC=C2)C2CCOCC2)OC(F)F N-(3-(5-chloro-2-(difluoromethoxy)phenyl)-1-(tetrahydro-2H-pyran-4-yl)-1H-pyrazol-4-yl)pyrazolo[1,5-a]pyrimidine-3-carboxamide